4-nitrophenyl 6-(3-cyclopropyl-1H-1,2,4-triazol-1-yl)-2-azaspiro[3.3]heptane-2-carboxylate C1(CC1)C1=NN(C=N1)C1CC2(CN(C2)C(=O)OC2=CC=C(C=C2)[N+](=O)[O-])C1